3-((4-(5-chloro-1-(morpholin-2-ylmethyl)-1H-indol-7-yl)pyrrolo[2,1-f][1,2,4]triazin-6-yl)methyl)-6,6-dimethyl-3-azabicyclo[3.1.0]hexane-2,4-dione ClC=1C=C2C=CN(C2=C(C1)C1=NC=NN2C1=CC(=C2)CN2C(C1C(C1C2=O)(C)C)=O)CC2CNCCO2